2,3,5,6-tetrafluoro-4-(methoxymethyl)benzyl alcohol FC1=C(CO)C(=C(C(=C1F)COC)F)F